C(C1=CC=CC=C1)OC[C@@H](O[Si](C)(C)C(C)(C)C)[C@@]1(OC1)C(C=[N+]=[N-])=O 1-((R)-2-((R)-2-(Benzyloxy)-1-((tert-butyldimethylsilyl)oxy)ethyl)oxiran-2-yl)-2-diazoethan-1-one